BrC1=NN=C(C=2C1=CN(C(C2C)=O)C2CC2)C 4-bromo-6-cyclopropyl-1,8-Dimethylpyrido[3,4-d]pyridazin-7(6H)-one